3-(naphthalene-2-yl)-2-oxopropionic acid C1=C(C=CC2=CC=CC=C12)CC(C(=O)O)=O